OC(C(=O)O)(CCCCC)C 2-hydroxy-2-methylheptanoic acid